The molecule is a benzenediol comprising of a benzene core carrying two hydroxy substituents ortho to each other. It has a role as a genotoxin, an allelochemical and a plant metabolite. It is a conjugate acid of a catecholate(1-). C1=CC=C(C(=C1)O)O